1,6-Dibromo-2,7-bishexyloxypyrene BrC1=C(C=C2C=CC3=C(C(=CC4=CC=C1C2=C34)OCCCCCC)Br)OCCCCCC